N-Phenylaniline C1(=CC=CC=C1)NC1=CC=CC=C1